C(C)N(C(OC=1CC[C@]2(CCN([C@H]2C1)C)C1=CC(=C(C=C1)OC)OC)=O)C [(3aS,7aS)-3a-(3,4-dimethoxyphenyl)-1-methyl-3,4,5,7a-tetrahydro-2H-indol-6-yl] N-ethyl-N-methyl-carbamate